O=C1C(CC2=CC=CC=C12)C=O oxo-2,3-dihydro-1H-indene-2-carbaldehyde